1-hydroxypiperidin-4-ol ON1CCC(CC1)O